1-(2-chlorophenyl)-2-iodo-1H-benzo[d]imidazole ClC1=C(C=CC=C1)N1C(=NC2=C1C=CC=C2)I